CC1=C(C(=O)[GeH3])C=CC=C1 (2-methylbenzoyl)-germane